The molecule is a 2-oxo monocarboxylic acid that is 3-(4-aminophenyl)propanoic acid which is substituted by an oxo group at position 2. It is a 2-oxo monocarboxylic acid and a substituted aniline. It derives from a pyruvic acid. It is a conjugate acid of a 3-(4-aminophenyl)pyruvate. C1=CC(=CC=C1CC(=O)C(=O)O)N